1-[2-(benzyloxy)ethyl]-4-[(tert-butyldimethylsilyl)oxy]piperidine C(C1=CC=CC=C1)OCCN1CCC(CC1)O[Si](C)(C)C(C)(C)C